2-{2-[(2S,5S)-5-{[tert-butylbis(phenyl)siloxy]methyl}-2-isopropyl-1-methyl-3-oxo-1,2,3,4,5,6-hexahydro-1,4-benzodiazocin-8-yloxy]ethyl}hexahydro-1H-isoindole-1,3(2H)-dione C(C)(C)(C)[Si](OC[C@H]1NC([C@@H](N(C2=C(C1)C=C(C=C2)OCCN2C(C1CCCCC1C2=O)=O)C)C(C)C)=O)(C2=CC=CC=C2)C2=CC=CC=C2